Z-methylpicolinamide CC=1C(=NC=CC1)C(=O)N